propyl p-hydroxybenzoate butyl-p-hydroxybenzoate propyl-p-hydroxybenzoate C(CC)OC(C1=CC=C(C=C1)O)=O.C(CCC)OC(C1=CC=C(C=C1)O)=O.OC1=CC=C(C(=O)OCCC)C=C1